N1=CC=C(C=C1)CNC=1OC2=C(N1)C=CC=C2 2-((pyridin-4-ylmethyl)amino)benzo[d]oxazol